[N+](=O)([O-])P1NP=NPN1 p-nitro-cyclotriphosphazene